N-(5,6,7-trifluoro-1-(1-methylcyclobutyl)-1H-benzo[d]imidazol-2-yl)-2-(1-(trifluoromethyl)cyclopropyl)acetamide FC1=CC2=C(N(C(=N2)NC(CC2(CC2)C(F)(F)F)=O)C2(CCC2)C)C(=C1F)F